BrC1=C(N(C2=CC=CC=C12)CC1CC1)C=1N=C2N(C=CC(=C2)C(=O)O)C1C 2-(3-bromo-1-(cyclopropylmethyl)-1H-indol-2-yl)-3-methylimidazo[1,2-a]pyridine-7-carboxylic acid